chloromethylmethoxy ether ClCOOC